CNC1=C(C=NN1C1CN(C1)C(C=C)=O)C(=O)N 5-(methylamino)-1-[1-(prop-2-enoyl)azetidin-3-yl]Pyrazole-4-carboxamide